N1=C(C=CC=C1)SSC1=NC=CC=C1 2-pyridyl disulphide